ClC=1C(=C(NC2=C(NC3=C2C(NCC3)=O)C3=C(C=NC=C3)OCC3CN(CCO3)C)C=CC1)OC 3-(3-chloro-2-methoxyanilino)-2-{3-[(4-methylmorpholin-2-yl)methoxy]pyridin-4-yl}-1,5,6,7-tetrahydro-4H-pyrrolo[3,2-c]pyridin-4-one